C(C)OC(=O)C=1C(=NOC1C1(CC1)F)C1=C(C=CC=C1Cl)Cl (2,6-dichlorophenyl)-5-(1-fluorocyclopropyl)-1,2-oxazole-4-carboxylic acid ethyl ester